The molecule is a steroid saponin that consists of digoxigenin having a digitoxosyl residue attached at position 3. It has a role as a metabolite. It is a cardenolide glycoside, a digitoxoside, a monosaccharide derivative and a steroid saponin. It derives from a digoxigenin. C[C@@H]1[C@H]([C@H](C[C@@H](O1)O[C@H]2CC[C@]3([C@@H](C2)CC[C@@H]4[C@@H]3C[C@H]([C@]5([C@@]4(CC[C@@H]5C6=CC(=O)OC6)O)C)O)C)O)O